N-(2,6-difluoro-3-(5-(o-tolyl)-1H-pyrrolo[2,3-b]pyridine-3-carbonyl)phenyl)propane-1-sulfonamide FC1=C(C(=CC=C1C(=O)C1=CNC2=NC=C(C=C21)C2=C(C=CC=C2)C)F)NS(=O)(=O)CCC